CC(CCCCCCCCCCCCCCCC)O octadecan-2-ol